C(C)OC=C(C(=O)OCC)C(=O)C(F)F Ethyl 2-ethoxymethylene-4,4-difluoroacetoacetate